ClC1=C(C=CC(=C1)Cl)C1C=COC2=C1C(CC(C2)(C)C)=O 4-(2,4-dichlorophenyl)-7,7-dimethyl-7,8-dihydro-4H-benzopyran-5-one